CC1=NC=C(C=N1)C 2,5-dimethylpyrimidine